OC1(COC1)C=1C=C(C=CC1)C(=O)N1CC(CCC1)C1=CC=C(C=C1)C(F)(F)F (3-(3-hydroxyoxetan-3-yl)phenyl)(3-(4-(trifluoromethyl)phenyl)piperidin-1-yl)methanone